N-(6-chloro-5-fluoro-2-methoxypyridin-3-yl)-6-phenylmethoxy-1H-pyrrolo[2,3-b]pyridine-3-sulfonamide ClC1=C(C=C(C(=N1)OC)NS(=O)(=O)C1=CNC2=NC(=CC=C21)OCC2=CC=CC=C2)F